FC1=C(COC(C2=CC=CC=C2)=C2C(N(C(S2)=O)CC(C)C)=O)C=CC=C1 (2-fluorobenzyloxy)benzylidene-3-isobutyl-thiazolidine-2,4-dione